C(C)(C)(C)C1=C(C(=CC(=C1)C)C(C)(C)C)O 2,6-di-tert.butyl-4-methylphenol